5-(2-fluoropyridin-3-yl)-N-(piperidin-4-yl)-1H-indazole-3-carboxamide FC1=NC=CC=C1C=1C=C2C(=NNC2=CC1)C(=O)NC1CCNCC1